2-ethoxy-8-(6-methoxypyridine-3-yl)-6-((2-methyl-2H-indazole-5-yl)oxy)pteridin-7(8H)-one C(C)OC1=NC=2N(C(C(=NC2C=N1)OC1=CC2=CN(N=C2C=C1)C)=O)C=1C=NC(=CC1)OC